C1[C@H]([C@@H]([C@H]([C@@H](O1)O[C@@H]2[C@H]([C@H]([C@H](O[C@H]2OC3=CC4=C(C=C(C=C4[O+]=C3C5=CC(=C(C=C5)O)O)O)O)CO[C@H]6[C@@H]([C@H]([C@@H]([C@H](O6)CO)O)O)O)O)O)O)O)O The molecule is a trisaccharide derivative and a xylosylgalactoside. It derives from a cyanidin cation. It is a conjugate acid of a cyanidin 3-O-(6-O-glucosyl-2-O-xylosylgalactoside) betaine.